O[C@@H]1CC[C@H](CC1)NC1=NC(=NC=C1C1CCN(CC1)C(=O)OC(C)(C)C)NC1=CC(=CC=C1)OC tert-butyl 4-(4-((trans-4-hydroxycyclohexyl)amino)-2-((3-methoxyphenyl)amino)pyrimidin-5-yl)piperidine-1-carboxylate